CC=1OC2=C(N1)C=CC(=C2)B2OC(C(O2)(C)C)(C)C 2-Methyl-6-(4,4,5,5-tetramethyl-1,3,2-dioxaborolan-2-yl)-1,3-benzoxazole